6-(2-(p-Tolyl)cyclobutyl)quinoline C1(=CC=C(C=C1)C1C(CC1)C=1C=C2C=CC=NC2=CC1)C